FC1(CN(CCC1)C1=NC=2C(=CC(=CC2C=2N1C=NN2)C)C(C)NC2=C(C(=O)O)C=CC=C2)F 2-((1-(5-(3,3-difluoropiperidin-1-yl)-9-methyl-[1,2,4]triazolo[4,3-c]quinazolin-7-yl)ethyl)amino)benzoic acid